C(CCCCCCC)P(CCCCCCCC)(CCCCCCCC)=S Trin-octyl-phosphine sulfide